5-(4-{4-[(5,5-dimethyl-5,6-dihydro-4H-1,3-oxazin-2-yl)amino]-2-(trifluoromethyl)phenoxy}-1H-pyrrolo[2,3-b]pyridin-3-yl)-2-[(propan-2-yl)oxy]benzonitrile CC1(CN=C(OC1)NC1=CC(=C(OC2=C3C(=NC=C2)NC=C3C=3C=CC(=C(C#N)C3)OC(C)C)C=C1)C(F)(F)F)C